O=C1SC(C(N1)=O)CC1=CC=C(OCCC2CCN(CC2)C(=O)OCC2=CC(=CC(=C2)Cl)Cl)C=C1 3,5-dichlorobenzyl 4-(2-(4-((2,4-dioxothiazolidin-5-yl)methyl)phenoxy)ethyl)piperidine-1-carboxylate